Z-13-octadecen-1-yl acetate C(C)(=O)OCCCCCCCCCCCC\C=C/CCCC